C(C1=CC=CC=C1)N(C1=C(C=C(NCC2=CC=C(C=C2)F)C=C1C)SCC)C 4-(Benzylmethylamino)-3-ethylsulfanyl-N-[(4-fluorophenyl)methyl]-5-methyl-aniline